(R)-2-(((tert-butyldiphenylsilyl)oxy)methyl)-4-oxopyrrolidine-1-carboxylic acid tert-butyl ester C(C)(C)(C)OC(=O)N1[C@H](CC(C1)=O)CO[Si](C1=CC=CC=C1)(C1=CC=CC=C1)C(C)(C)C